C(CCC)OC1=CC=C(C=C1)S(=O)(=O)NCCN1CCC(CC1)C1=CNC2=CC=C(C=C12)OC 4-butoxy-N-(2-(4-(5-methoxy-1H-indol-3-yl)piperidin-1-yl)ethyl)benzenesulfonamide